C\C=C/CC cis-methyl-butene